3-vinylsalicylic acid C(=C)C1=C(C(C(=O)O)=CC=C1)O